Methyl-2-(5,9,10,12-tetramethyl-5,6-dihydroindolo[2,1-a]isoquinolin-5-yl)acetate COC(CC1(CN2C(C=3C=CC=CC13)=C(C=1C=C(C(=CC12)C)C)C)C)=O